OC1=C(C=CC2=C1CCO2)C2=C(N=C(N=N2)N[C@H]2CN(CCC2)CCC#N)C 3-[(3R)-3-[[6-(4-Hydroxy-2,3-dihydrobenzofuran-5-yl)-5-methyl-1,2,4-triazin-3-yl]amino]-1-piperidyl]propanenitrile